[N+](=[N-])=CC(CC[C@@H](C(=O)OC(C)(C)C)NC([C@H](CC=1C=NC=CC1)NC(CN(C)C)=O)=O)=O tert-butyl (S)-6-diazo-2-((S)-2-(2-(dimethylamino)acetamido)-3-(pyridin-3-yl)propanamido)-5-oxohexanoate